(2,4-dihydroxyphenyl)-4,6-bis(2,4-dimethylphenyl)-1,3,5-triazine OC1=C(C=CC(=C1)O)C1=NC(=NC(=N1)C1=C(C=C(C=C1)C)C)C1=C(C=C(C=C1)C)C